C(C)(C)(C)OC(C1=C(N=C(C=C1)C(F)F)CCCCCOS(=O)(=O)C1=CC=C(C)C=C1)=O 6-(difluoromethyl)-2-(5-(p-toluenesulfonyloxy)pentyl)nicotinic acid tert-butyl ester